3,4-dimethoxy-1-naphthaldehyde COC=1C=C(C2=CC=CC=C2C1OC)C=O